ClC1=C(C(=CC(=C1)F)[N+](=O)[O-])NC1=C(C(=NN1C)C)C1=C(C=C(C=C1)OC)Cl N-(2-chloro-4-fluoro-6-nitrophenyl)-4-(2-chloro-4-methoxyphenyl)-1,3-dimethyl-1H-pyrazol-5-amine